1-difluoromethoxy-2,3-bis(bromomethyl)-4-methylsulfonyloxybenzene FC(OC1=C(C(=C(C=C1)OS(=O)(=O)C)CBr)CBr)F